2-(4-benzoylphenyl)propionic acid C(C1=CC=CC=C1)(=O)C1=CC=C(C=C1)C(C(=O)O)C